C(C)(C)(C)OC(=O)N1[C@@H]([C@@H]2[C@H](C1)CCC2)C(N[C@H](C(=O)N)C[C@H]2C(NCC2)=O)=O (1S,3aR,6aS)-1-(((S)-1-amino-1-oxo-3-((S)-2-oxopyrrolidin-3-yl)propan-2-yl)carbamoyl)hexahydrocyclopenta[c]pyrrole-2(1H)-carboxylic acid tert-butyl ester